C(C)C1=C(C=CC=C1)C1=CC(=C(N=N1)NC1C[C@@H]2[C@@H](CN(C2)CC2CCOCC2)C1)C(F)(F)F (3aR,5s,6aS)-N-(6-(2-ethylphenyl)-4-(trifluoro-methyl)pyridazin-3-yl)-2-((tetrahydro-2H-pyran-4-yl)methyl)octahydro-cyclopenta[c]pyrrol-5-amine